OC(CO)OC(C1=C(C=CC=C1)OC(C)=O)=O 2-Acetoxybenzoic acid 1,2-dihydroxyethyl ester